C1=CC(=CC=2C3=CC(=CC=C3NC12)C=1N=NN(C1)C1=CC=C(N)C=C1)C=1N=NN(C1)C1=CC=C(N)C=C1 4,4'-((9H-carbazole-3,6-diyl)bis(1H-1,2,3-triazole-4,1-diyl))dianiline